5-(4-aminobutyl)-6-methylisocytosine NCCCCC=1C(NC(=NC1C)N)=O